benzyl-resorcinol C(C1=CC=CC=C1)C1=C(O)C=CC=C1O